CC1(OCC(O1)CN(C)C)C 1-(2,2-dimethyl-1,3-dioxolan-4-yl)-N,N-dimethylmethylamine